3-[5-(3-Aminopropyl)-3-methyl-2-oxo-2,3-dihydro-1H-1,3-benzodiazol-1-yl]piperidine-2,6-dione hydrochloride Cl.NCCCC1=CC2=C(N(C(N2C)=O)C2C(NC(CC2)=O)=O)C=C1